3-(4-Oxo-3-phenethyl-3,4-dihydropteridin-2-yl)-N-phenylpropanamide O=C1N(C(=NC2=NC=CN=C12)CCC(=O)NC1=CC=CC=C1)CCC1=CC=CC=C1